C1(C=CC2=CC=CC=C12)N Indenamine